7-((2S,3S,4R,5R)-4-(benzyloxy)-5-((benzyloxy)methyl)-3-fluorotetrahydrofuran-2-yl)-2-fluoropyrrolo[2,1-f][1,2,4]triazin-4-amine C(C1=CC=CC=C1)O[C@H]1[C@H]([C@@H](O[C@@H]1COCC1=CC=CC=C1)C1=CC=C2C(=NC(=NN21)F)N)F